N1(CCCCC1)CCCNC1=NC=C(C=N1)C1=NC=CC=C1 N-(3-(piperidin-1-yl)propyl)-5-(pyridin-2-yl)pyrimidin-2-amine